FC1=C(C=C(C=C1)C(C=1C(=C2C=CNC2=C(C1F)F)F)OC1OCCCC1)C=1NC=C(N1)C1(CCOC2=C(C=CC=C12)CCC(=O)OCC)C ethyl 3-[4-[2-[2-fluoro-5-[tetrahydropyran-2-yloxy-(4,6,7-trifluoro-1H-indol-5-yl)methyl]phenyl]-1H-imidazol-4-yl]-4-methyl-chroman-8-yl]propanoate